O1CCOC2=C1C=CC(=C2)S(=O)(=O)C2=CC=C(C=C2)CNC(=O)C=2C=NC=1N(C2)C=CN1 N-{[4-(2,3-dihydro-1,4-benzodioxine-6-sulfonyl)phenyl]methyl}imidazo[1,2-a]pyrimidine-6-carboxamide